NC/C(/COC1=CC=C(C=C1)S(=O)(=O)CC12CCC(CC1)(CC2)C(=O)NCCOC(C)C)=C\F (E)-4-(((4-((2-(aminomethyl)-3-fluoroallyl)oxy)phenyl)sulfonyl)methyl)-N-(2-isopropoxyethyl)bicyclo[2.2.2]octane-1-carboxamide